CCCCCCCCCCCCCCCCCC(=O)OC[C@H](COP(=O)(O)OC1[C@@H]([C@H](C([C@H]([C@H]1O)O)OP(=O)(O)O)O)O)OC(=O)CCCCCCC/C=C\\CCCCCCCC The molecule is a 1-phosphatidyl-1D-myo-inositol 4-phosphate in which the phosphatidyl acyl groups at positions 1 and 2 are specified as stearoyl and oleoyl respectively. It derives from an octadecanoic acid and an oleic acid. It is a conjugate acid of a 1-stearoyl-2-oleoyl-sn-glycero-3-phospho-1D-myo-inositol 4-phosphate(3-).